FC=1C=C(C=CC1OC)C1NCC(CC1)C 2-(3-Fluoro-4-methoxy-phenyl)-5-methyl-piperidine